ClC=1C=C(C[C@@H]2COC3=C(C=C(C=C3C2=O)CN2C(N(C=C2)C)=N)C2=CC=C(C=C2)F)C=CC1Cl (R)-3-(3,4-dichlorobenzyl)-8-(4-fluorophenyl)-6-((2-imino-3-methyl-2,3-dihydro-1H-imidazole-1-yl)methyl)chroman-4-one